tert-butyl N-[1-[[2-chloro-5-(1-isopropyl-6-oxo-3-pyridyl)phenyl]methyl]-2-[4-(3-methyltriazol-4-yl)anilino]-2-oxo-ethyl]carbamate ClC1=C(C=C(C=C1)C1=CN(C(C=C1)=O)C(C)C)CC(C(=O)NC1=CC=C(C=C1)C=1N(N=NC1)C)NC(OC(C)(C)C)=O